BrC=1SC=2CN(CCC2N1)C=1C(=CC=2N(N1)C(C(=C(N2)C)F)=O)C 7-(2-bromo-6,7-dihydrothiazolo[5,4-c]pyridin-5(4H)-yl)-3-fluoro-2,8-dimethyl-4H-pyrimido[1,2-b]pyridazin-4-one